2-(6-bromo-1-oxo-4-prop-2-ylphthalazin-2-yl)-N-[(1-ethylpyrrolidin-2-yl)methyl]Acetamide BrC=1C=C2C(=NN(C(C2=CC1)=O)CC(=O)NCC1N(CCC1)CC)C(C)C